FC1=CC=C(C=C1)[C@@H]1NCCCC1 (2R)-2-(4-fluorophenyl)piperidine